BrC=1C=C(C=C(C1O)OC)/C(=C(/C(=O)N(CC)CC)\C#N)/O (Z)-3-(3-bromo-4-hydroxy-5-methoxyphenyl)-2-cyano-N,N-diethyl-3-hydroxyacrylamide